CC1([C@H](C1)C(=O)N1CC2(C1)CN(C[C@H]2CO)C(=O)C=2C=NN(C2)CC2=C(C(=O)OC(C)(C)C)C=CC=C2)C tert-butyl 2-((4-((S)-2-((s)-2,2-dimethylcyclopropane-1-carbonyl)-8-(hydroxymethyl)-2,6-diazaspiro[3.4]octane-6-carbonyl)-1H-pyrazol-1-yl)methyl)benzoate